ClC1=CC(=CC=2C3=CC(=CC=C3NC12)C1=C(C=CC=C1)C)C1=C(C=CC=C1)C 1-chloro-3,6-di-o-tolyl-9H-carbazole